CS(=O)(=O)CC1=CC=C2C(=CN(C2=C1)COCC[Si](C)(C)C)C1=NC(=NC=C1C(F)(F)F)N[C@@H]1CN(CCC1)C(=O)OC(C)(C)C Tert-butyl (3S)-3-[[4-[6-(methylsulfonylmethyl)-1-(2-trimethylsilylethoxymethyl) indol-3-yl]-5-(trifluoromethyl)pyrimidin-2-yl]amino]piperidine-1-carboxylate